1-(2-Cyano-benzyl)-3-methyl-7-(2-butyn-1-yl)-8-((R)-3-amino-piperidin-1-yl)-xanthine C(#N)C1=C(CN2C(=O)N(C=3N=C(N(C3C2=O)CC#CC)N2C[C@@H](CCC2)N)C)C=CC=C1